5-[3-({(1S)-1-[(1r,4S)-4-aminocyclohexyl]ethyl}amino)-4,5-dichlorophenyl]-1,3,4-oxadiazol-2(3H)-one NC1CCC(CC1)[C@H](C)NC=1C=C(C=C(C1Cl)Cl)C1=NNC(O1)=O